(R)-N-(4-(3-((5-bromopyrimidin-2-yl)amino)pyrrolidine-1-carbonyl)-2-(2-(3,3-difluoropiperidin-1-yl)ethoxy)phenyl)acrylamide BrC=1C=NC(=NC1)N[C@H]1CN(CC1)C(=O)C1=CC(=C(C=C1)NC(C=C)=O)OCCN1CC(CCC1)(F)F